FC=1C(=C(C=CC1F)C1CCN(CC1)C=O)C(F)(F)F (4-(3,4-difluoro-2-(trifluoromethyl)phenyl)piperidin-1-yl)methanone